1-[3-(1-aminoethyl)pyrazin-2-yl]pyrazole-4-carbonitrile NC(C)C=1C(=NC=CN1)N1N=CC(=C1)C#N